Methyl (((cis-3-(2-amino-6-methoxy-9H-purin-9-yl)cyclobutyl)methoxy)(phenoxy)phosphoryl)-L-alaninate NC1=NC(=C2N=CN(C2=N1)[C@H]1C[C@H](C1)COP(=O)(OC1=CC=CC=C1)N[C@@H](C)C(=O)OC)OC